5-chloropyrido[4,3-e][1,2,3]triazolo[1,5-a]pyrimidine-3-carboxylate ClC1=NC=2N(C3=C1C=CN=C3)N=NC2C(=O)[O-]